ClC1=C(C=C(C=C1F)[C@H](CC1=NC(=NC(=N1)N[C@@H](CO)CC(C)C)NS(=O)(=O)C)C)F N-(4-((S)-2-(4-chloro-3,5-difluorophenyl)propyl)-6-(((R)-1-hydroxy-4-methylpentan-2-yl)amino)-1,3,5-triazin-2-yl)methanesulfonamide